Cl.NC\C=C(\CN1N=NC2=C1C=C(C=C2C=2C=C(C=CC2F)C(C)=O)C(F)(F)F)/F (Z)-1-(3-(1-(4-amino-2-fluorobut-2-en-1-yl)-6-(trifluoromethyl)-1H-benzo[d][1,2,3]triazol-4-yl)-4-fluorophenyl)ethan-1-one Hydrochloride